CC1=NNC=C1C=1C=C2C=CN(C(C2=CC1)=O)CC=1C=C(C(=O)NCC2=CC(=CC=C2)NS(=O)(=O)C)C=CC1 3-((6-(3-methyl-1H-pyrazol-4-yl)-1-oxoisoquinolin-2(1H)-yl)methyl)-N-(3-(methylsulfonylamino)benzyl)benzamide